N1=CC=CC=2C(C3=C(NC12)C=CC=C3)=O benzonaphthyridin-5-one